ClC1=CC=2C3=C(N=C(C2C=C1)N(C=1C=C(C=C(C1)F)C#CC(C)(O)C)CC(F)F)N=NN3C 4-(3-((8-chloro-1-methyl-1H-[1,2,3]triazolo[4,5-c]isoquinolin-5-yl)(2,2-difluoroethyl)amino)-5-fluorophenyl)-2-methylbut-3-yn-2-ol